N,N,N-Trimethyladamantylammonium carbonat C([O-])([O-])=O.C[N+](C)(C)C12CC3CC(CC(C1)C3)C2.C[N+](C)(C)C23CC1CC(CC(C2)C1)C3